ClC1=CC=C(CC2=C(N=NN2C)C=2C=C3C(=NNC3=CC2)C)C=C1 5-(5-(4-chlorobenzyl)-1-methyl-1H-1,2,3-triazol-4-yl)-3-methyl-1H-indazole